propane-diene C=C=C